5-(3-chloro-2-fluoro-6-((4-fluoro-2-methylphenyl)amino)benzamido)picolinamide ClC=1C(=C(C(=O)NC=2C=CC(=NC2)C(=O)N)C(=CC1)NC1=C(C=C(C=C1)F)C)F